CN([C@H]1CN(CC1)C1=CC(=NC=2N1N=CC2)C2=CC=C(C=C2)O)C (R)-4-(7-(3-(dimethylamino)pyrrolidine-1-yl)pyrazolo[1,5-a]Pyrimidin-5-yl)phenol